IC1=CC(=C(C2=CN(N=C12)C)N1C[C@@H](CC1)NC(OC(C)(C)C)=O)[N+](=O)[O-] tert-butyl (R)-(1-(7-iodo-2-methyl-5-nitro-2H-indazol-4-yl)pyrrolidin-3-yl)carbamate